C(C1=CC=CC=C1)[C@@](C(=O)O)(CC1=CC(=CC=C1)S(=O)(=O)C)NC(C1=C(C=C(C=C1Cl)C(CP(=O)(C1=CC(=CC=C1)O)O)O)Cl)=O benzyl-(2s)-2-(2,6-dichloro-4-(1-hydroxy-2-(hydroxy(3-hydroxyphenyl)phosphoryl)ethyl)benzamido)-3-(3-(methanesulfonyl)phenyl)propanoic Acid